tert-butyl (Z)-((2-((1-acetyl-3-oxoindolin-2-ylidene)methyl)-4-(1-methyl-1H-pyrazol-4-yl)quinolin-6-yl)methyl)(tetrahydro-2H-pyran-4-yl)carbamate C(C)(=O)N1\C(\C(C2=CC=CC=C12)=O)=C/C1=NC2=CC=C(C=C2C(=C1)C=1C=NN(C1)C)CN(C(OC(C)(C)C)=O)C1CCOCC1